1H-1,2,3-triazol-5-yl-{8-[(2,4,6-trichlorophenyl)sulfonyl]-3,8-diazabicyclo[3.2.1]oct-3-yl}methanone N1N=NC=C1C(=O)N1CC2CCC(C1)N2S(=O)(=O)C2=C(C=C(C=C2Cl)Cl)Cl